CC=1C(=NON1)CC(=O)N1CCC(CC1)N1N=C(C=C1)C1=CC=CC=C1 2-(4-methyl-1,2,5-oxadiazol-3-yl)-1-(4-(3-phenyl-1H-pyrazol-1-yl)piperidin-1-yl)ethan-1-one